3,3'-dicarboxy-4,4'-di(4-amino-2-trifluoromethylphenoxy)biphenyl C(=O)(O)C=1C=C(C=CC1OC1=C(C=C(C=C1)N)C(F)(F)F)C1=CC(=C(C=C1)OC1=C(C=C(C=C1)N)C(F)(F)F)C(=O)O